[(4-methoxyphenyl)methylamino]ammonium chloride [Cl-].COC1=CC=C(C=C1)CN[NH3+]